OC(C)(C)[C@@]1(OC2=C(C1)C=C(C(=C2)N2CCOCC2)NC(=O)C=2C=NN1C2N=CC=C1)C N-[(2R)-2-(1-hydroxy-1-methyl-ethyl)-2-methyl-6-morpholino-3H-benzofuran-5-yl]pyrazolo[1,5-a]pyrimidine-3-carboxamide